ClC=1C=C(C=CC1F)C1=NNC=C1C(=O)O 3-(3-chloro-4-fluorophenyl)-1H-pyrazole-4-carboxylic acid